(1R,5R)-3-((4-((2-(5-(2-(Diisopropylcarbamoyl)-4-fluorophenoxy)pyrimidin-4-yl)-2,7-diazaspiro[3.5]nonan-7-yl)methyl)piperidin-1-yl)sulfonyl)-3,6-diazabicyclo[3.2.0]heptane C(C)(C)N(C(=O)C1=C(OC=2C(=NC=NC2)N2CC3(C2)CCN(CC3)CC3CCN(CC3)S(=O)(=O)N3C[C@H]2CN[C@H]2C3)C=CC(=C1)F)C(C)C